N-cyclooctyl-4-(2-methoxypyridin-3-yl)-1H-pyrrole-2-carboxamide C1(CCCCCCC1)NC(=O)C=1NC=C(C1)C=1C(=NC=CC1)OC